D-evalose O=C[C@@H](O)[C@@](C)(O)[C@H](O)[C@H](O)C